C(C)(C)(C)OC(=O)C(CC=1C=C(C(=O)OC(C)(C)C)C=CC1)CCC(=O)NO tert-Butyl 3-(2-(tert-butoxycarbonyl)-5-(hydroxyamino)-5-oxopentyl)benzoate